3-(1-methyl-1H-pyrazol-4-yl)-6-(1-(6-(1-methyl-1H-pyrazol-4-yl)-1H-[1,2,3]triazolo[4,5-b]pyrazin-1-yl)ethyl)quinoline CN1N=CC(=C1)C=1C=NC2=CC=C(C=C2C1)C(C)N1N=NC=2C1=NC(=CN2)C=2C=NN(C2)C